C(C1=CC=CC=C1)S(=O)(=O)N1C2C(CC=3C=CC=CC13)CC=C2 4-toluenesulfonyl-3a,4,9,9a-tetrahydro-1H-cyclopenta[b]quinoline